C1=NC2=C(N1[C@H]3[C@@H]([C@@H]([C@H](O3)COP(=O)([O-])OP(=O)(NP(=O)(O)[O-])[O-])O)O)N=C(NC2=O)N.O.[Na+].[Na+].[Na+] guanosine 5'-[β,γ-imido]triphosphate trisodium salt hydrate